ClC1=C(CNC(=O)[C@]2(C=3C=CC=NC3[C@H](CC2)O)F)C=CC=C1OC (5S,8S)-N-(2-chloro-3-methoxybenzyl)-5-fluoro-8-hydroxy-5,6,7,8-tetra-hydroquinoline-5-carboxamide